((2-(((3S,6S,10aS)-3-((3-cyano-2H-indazol-5-yl)carbamoyl)-5-oxodecahydropyrrolo[1,2-a]azocin-6-yl)carbamoyl)benzo[b]thiophen-5-yl)difluoromethyl)phosphonic acid C(#N)C=1NN=C2C=CC(=CC12)NC(=O)[C@@H]1CC[C@H]2N1C([C@H](CCCC2)NC(=O)C2=CC1=C(S2)C=CC(=C1)C(F)(F)P(O)(O)=O)=O